ClC=1C=C2C(=C(C=NC2=CC1)NC1CCNCC1)NC1=C(C(=O)OC)C=CC=C1 methyl 2-[[6-chloro-3-(4-piperidylamino)-4-quinolyl] amino]benzoate